methyl 7-bromo-2-hydroxy-3H-1,3-benzodiazole-4-carboxylate BrC1=CC=C(C2=C1N=C(N2)O)C(=O)OC